methyl 2-(3-cyclopropyl-2-oxo-2,3-dihydro-1H-pyrrolo[1,2,3-de]quinoxalin-5-yl)-5-methoxy-3-methylimidazo[1,2-a]pyridine-7-carboxylate C1(CC1)C1C(NC=2C=CC=C3C2N1C(=C3)C=3N=C1N(C(=CC(=C1)C(=O)OC)OC)C3C)=O